(R)-N-((R)-1'-(4-cyano-6-methylpyrimidin-2-yl)-2,3-dihydrospiro[indene-1,4'-piperidine]-2-yl)-2-methylpropane-2-sulfinamide C(#N)C1=NC(=NC(=C1)C)N1CCC2(CC1)[C@@H](CC1=CC=CC=C12)N[S@](=O)C(C)(C)C